4-Amino-1-(isoquinolin-5-yl)-2-oxo-7-(trifluoromethyl)-1,2-dihydroquinoline-3-carboxylic acid methyl ester COC(=O)C=1C(N(C2=CC(=CC=C2C1N)C(F)(F)F)C1=C2C=CN=CC2=CC=C1)=O